FC1(CN(CC1)C(=O)C1=CSC2=C1N=C(N=C2N2[C@@H](COCC2)C)C2=C1C(=NC=C2)NC=C1)F (R)-(3,3-difluoropyrrolidin-1-yl)(4-(3-Methylmorpholinyl)-2-(1H-pyrrolo[2,3-b]pyridin-4-yl)thieno[3,2-d]pyrimidin-7-yl)methanone